5-(5-(1,3-dimethyl-2-oxo-1,2-dihydroquinolin-5-yl)-5,6,7,8-tetrahydropyrido[3,2-d]pyrimidin-2-yl)-N-(3-(3-(2,6-dioxopiperidin-3-yl)benzofuran-5-yl)prop-2-yn-1-yl)picolinamide CN1C(C(=CC2=C(C=CC=C12)N1CCCC=2N=C(N=CC21)C=2C=CC(=NC2)C(=O)NCC#CC=2C=CC1=C(C(=CO1)C1C(NC(CC1)=O)=O)C2)C)=O